tert-butyl (2S,4R)-4-(3-(3-bromo-2-methylphenoxy)propyl)-2-methylpiperidine-1-carboxylate BrC=1C(=C(OCCC[C@H]2C[C@@H](N(CC2)C(=O)OC(C)(C)C)C)C=CC1)C